O=C(C/C(/C(=O)O)=C\C)N[C@@H](C)C1=CC=C(C=C1)C(F)(F)F (S,E)-2-(2-oxo-2-((1-(4-(trifluoromethyl)phenyl)ethyl)amino)ethyl)but-2-enoic acid